ClC=1C=C(C=C(C1)NS(=O)(=O)C)NC(=O)C=1C=NN(C1)C1=NC=CC=C1OCC=1C=NC=NC1 N-(3-chloro-5-(methylsulfonamido)phenyl)-1-(3-(pyrimidin-5-ylmethoxy)pyridin-2-yl)-1H-pyrazole-4-carboxamide